Methyl (3R,6S)-1-(2-(6-methoxypyridin-3-yl)acetyl)-6-methylpiperidine-3-carboxylate COC1=CC=C(C=N1)CC(=O)N1C[C@@H](CC[C@@H]1C)C(=O)OC